[Cl-].C1(=CC=C(C=C1)OCCCOP)C p-tolyloxypropoxyphosphine chloride